Boc-L-glutamic acid 1-benzyl ester C(C1=CC=CC=C1)OC([C@@H](NC(=O)OC(C)(C)C)CCC(=O)O)=O